ClC1=CC=C2C(=CNC2=C1)S(=O)(=O)NC1=C(C=C(C(=C1)F)OCC(F)F)F 6-chloro-N-[4-(2,2-difluoroethoxy)-2,5-difluorophenyl]-1H-indole-3-sulfonamide